NC=1C(=NC(=NC1Cl)SCCC)N[C@@H]1C[C@@H]([C@@H]2[C@H]1OC(O2)(C)C)OCCO 2-[[(3aR,4S,6R,6aS)-6-[[5-amino-6-chloro-2-(propylthio)-4-pyrimidinyl]amino]tetrahydro-2,2-dimethyl-4H-cyclopenta-1,3-dioxol-4-yl]oxy]ethanol